CC(C)OC1=CC=C(C=C1)C=1C=NC=2N(C1)N=CC2C2=CC=NC1=CC=CC=C21 4-[6-[4-(1-methylethoxy)-phenyl]pyrazolo[1,5-a]pyrimidin-3-yl]-quinoline